ClC1=C(C=CC(=C1)C(=O)OC)C1N(CCCC1)CC1=C2C=CN(C2=C(C=C1OC)C)C(=O)OC(C)(C)C tert-Butyl 4-((2-(2-chloro-4-(methoxycarbonyl)phenyl)piperidin-1-yl)methyl)-5-methoxy-7-methyl-1H-indole-1-carboxylate